NCCOCCC(=O)SC1=CC=C(C=C1)CCC(=O)O 3-[4-[3-(2-aminoethoxy)propanoylsulfanyl]phenyl]propanoic acid